[Se]=[Te].[Zn].[Hg] mercury zinc selenium telluride